COC(=O)C1=C(C2=C(OC(O2)(C2CCC(CC2)NC2COC2)C)C(=C1)Cl)C 7-chloro-2,4-dimethyl-2-(4-(oxetan-3-ylamino)cyclohexyl)benzo[d][1,3]dioxole-5-carboxylic acid methyl ester